N1CC(CCC2=C1C=CC=C2)O 2,3,4,5-tetrahydro-1H-1-benzazepin-3-ol